FC(C1=NN=C(O1)C=1C=CC(=NC1)CN(C(=O)N1[C@@H]2CN[C@H](C1)C2)C2=C(C=CC=C2)F)F (1S,4S)-N-((5-(5-(difluoromethyl)-1,3,4-oxadiazol-2-yl)pyridin-2-yl)methyl)-N-(2-fluorophenyl)-2,5-diazabicyclo[2.2.1]heptane-2-carboxamide